1H-pyrrole-2,5-dicarboxaldehyde N1C(=CC=C1C=O)C=O